FC(OC=1C=C(C=CC1F)C1=CN=C2C(=N1)N(N=C2)CC2CN(C(O2)=O)C(=O)OC(C)(C)C)F tert-Butyl 5-((6-(3-(difluoromethoxy)-4-fluorophenyl)-1H-pyrazolo[3,4-b]pyrazin-1-yl)methyl)-2-oxooxazolidine-3-carboxylate